CN1[C@@H](C[C@@H](C1)C)C(=O)O (2S,4S)-1,4-dimethylpyrrolidine-2-carboxylic acid